NC1=CC=C(OC2=C(C=C(C=C2)N)OCCC)C=C1 4-(4-aminophenoxy)-3-propoxybenzenamine